5-Bromo-2-(4-morpholinopiperidin-1-yl)pyridin-3-amine BrC=1C=C(C(=NC1)N1CCC(CC1)N1CCOCC1)N